hexahydro-3H-oxazolo[3,4-a]pyrazin-3-one C1OC(N2C1CNCC2)=O